C(C#C)NCC(=O)O N-propargylglycine